COC=1C=C2CCN=C(C2=CC1OC)C1=CSC=C1 6,7-dimethoxy-1-(thiophen-3-yl)-3,4-dihydroisoquinoline